magnesium bis(trifluoromethylsulfonyl)amide FC(S(=O)(=O)[N-]S(=O)(=O)C(F)(F)F)(F)F.[Mg+2].FC(F)(F)S(=O)(=O)[N-]S(=O)(=O)C(F)(F)F